C(C)(C)C1=NSC(=N1)N1CCC(CC1)C(C)OC=1SC2=NC(=CC=C2N1)C1=CC=C(C=C1)S(=O)(=O)C 2-(1-(1-(3-isopropyl-1,2,4-thiadiazol-5-yl)piperidin-4-yl)ethoxy)-5-(4-(methylsulfonyl)phenyl)thiazolo[5,4-b]pyridine